4,6-bis(methoxy-d3)-5-(4,4,5,5-tetramethyl-1,3,2-dioxaborolan-2-yl)pyrimidine C(OC1=NC=NC(=C1B1OC(C(O1)(C)C)(C)C)OC([2H])([2H])[2H])([2H])([2H])[2H]